3-(2,2-difluoroethyl)-1-(5-(2-methoxypyrimidin-5-yl)pyridin-2-yl)-1-(trans-4-((4-(5-oxa-2-azaspiro[3.4]octan-2-yl)-5-(trifluoromethyl)pyrimidin-2-yl)amino)cyclohexyl)urea FC(CNC(N([C@@H]1CC[C@H](CC1)NC1=NC=C(C(=N1)N1CC2(C1)OCCC2)C(F)(F)F)C2=NC=C(C=C2)C=2C=NC(=NC2)OC)=O)F